(ethylsulfanyl)ethane-1-thiol C(C)SC(C)S